CN(CCONC(=O)C1=CC2=C(N(C(=N2)NC=2OC3=C(N2)C=CC(=C3)C(F)(F)F)C)C=C1)C N-(2-(dimethylamino)ethoxy)-1-methyl-2-((6-(trifluoromethyl)benzo[d]oxazol-2-yl)amino)-1H-benzo[d]imidazole-5-carboxamide